C(C1=CC=CC=C1)N(C(C#C)=O)C1=C(C=CC(=C1)Br)C(C(C)C)=O N-benzyl-N-(5-bromo-2-isobutyrylphenyl)propiolamide